FC(C=1OC(=CC1C(=O)NC1=NC(=NS1)CC(C(F)(F)F)(C)O)C1=CC(=CC=C1)OC(F)F)(F)F 2-(trifluoromethyl)-5-(3-(difluoromethoxy)phenyl)-N-(3-(3,3,3-trifluoro-2-hydroxy-2-methylpropyl)-1,2,4-thiadiazol-5-yl)furan-3-carboxamide